C(C)(C)C1=C(NC2=CC=C(C=C12)C1CCN(CC1)C1CCOCC1)C=1C=C(C=2N(N1)N=CN2)C 6-(3-isopropyl-5-(1-(tetrahydro-2H-pyran-4-yl)piperidin-4-yl)-1H-indol-2-yl)-8-methyl-[1,2,4]triazolo[1,5-b]pyridazine